1-methylpropylamine CC(CC)N